1-((2-aminopyrimidin-4-yl)methyl)-4-(1-(4-(trifluoromethyl)phenyl)-1H-pyrazolo[3,4-b]pyridin-3-yl)pyridin-2(1H)-one NC1=NC=CC(=N1)CN1C(C=C(C=C1)C1=NN(C2=NC=CC=C21)C2=CC=C(C=C2)C(F)(F)F)=O